N1(CCCC2=CC=CC=C12)C=1C=C2CCN(CC2=CC1)C(=O)NC1=CNC2=CC=C(C=C12)F 6-(3,4-dihydro-quinolin-1(2H)-yl)-N-(5-fluoro-1H-indol-3-yl)-3,4-dihydro-isoquinoline-2(1H)-carboxamide